4-(phenylethynyl)-2-(1H-pyrrol-1-yl)aniline C1(=CC=CC=C1)C#CC1=CC(=C(N)C=C1)N1C=CC=C1